2-((5-(difluoromethoxy)-7-methyl-1H-indol-4-yl)methyl)-3-hydroxy-2H-indazole-5-carbonitrile FC(OC=1C(=C2C=CNC2=C(C1)C)CN1N=C2C=CC(=CC2=C1O)C#N)F